2-((4-methyltetrahydro-2H-pyran-4-yl)methyl)-2,6-diazaspiro[3.3]heptane CC1(CCOCC1)CN1CC2(C1)CNC2